3-(3-chlorobenzylideneamino)benzoic acid ClC=1C=C(C=NC=2C=C(C(=O)O)C=CC2)C=CC1